3-(2-chloro-6-methoxybenzyloxy)-N-(pyridin-3-yl)thiophene-2-carboxamide ClC1=C(COC2=C(SC=C2)C(=O)NC=2C=NC=CC2)C(=CC=C1)OC